C(C1=CC=CC=C1)OC(=O)NCCOC1=NC(=NC=C1C=1CN(CC1)C(=O)OC(C)(C)C)C1=CC(=C(C=C1)Cl)C(F)(F)F tert-butyl 3-[4-[2-(benzyloxycarbonylamino)ethoxy]-2-[4-chloro-3-(trifluoromethyl) phenyl]pyrimidin-5-yl]-2,5-dihydropyrrole-1-carboxylate